NC(CCC)S(=O)(=O)O aminobutane-1-sulfonic acid